[Si](C)(C)(C(C)(C)C)O[C@@H]1C[C@@H](N(C1)C(=O)OCC1=CC=CC=C1)C=1N=C2N(C=C(C=C2)C2CC2)C1 benzyl (2R,4R)-4-((tert-butyldimethylsilyl)oxy)-2-(6-cyclopropylimidazo[1,2-a]pyridin-2-yl)pyrrolidine-1-carboxylate